C(C)(C)[O-].[Ti+4].C(C)(C)[O-].C(C)(C)[O-].C(C)(C)[O-] titanium(IV) isopropanolate